(2S,3S)-2-amino-3-methyl-4-nitro-butanoic acid methyl ester COC([C@H]([C@H](C[N+](=O)[O-])C)N)=O